1-(8-bromoimidazo[1,2-a]pyridin-3-yl)-3-[(4-methoxyphenyl)methyl]hexahydropyrimidine-2,4-dione BrC=1C=2N(C=CC1)C(=CN2)N2C(N(C(CC2)=O)CC2=CC=C(C=C2)OC)=O